C(C)OP(=O)(OCC)C(C=1C=C(C=CC1)/C=C(/C(=O)OC(C)(C)C)\C)(F)F tert-butyl (E)-3-(3-((diethoxyphosphoryl)difluoromethyl)phenyl)-2-methylacrylate